diethyl (5-iodopentyl)phosphonate ICCCCCP(OCC)(OCC)=O